N-(2-((2-aminoethyl)disulfanyl)ethyl)-acetamide NCCSSCCNC(C)=O